Ethyl (Z)-3-iodoacrylate I\C=C/C(=O)OCC